N-(2,8-dimethylimidazo[1,2-a]pyrazin-6-yl)-4-ethoxy-2-(3-methylpiperazin-1-yl)pyrimidine-5-carboxamide TFA salt OC(=O)C(F)(F)F.CC=1N=C2N(C=C(N=C2C)NC(=O)C=2C(=NC(=NC2)N2CC(NCC2)C)OCC)C1